N-ethyl-N'-(4-(3-((2-fluoro-3-methoxybenzyl)oxy)oxetan-3-yl)-2,5-dimethylphenyl)-N-methylformimidamide C(C)N(C=NC1=C(C=C(C(=C1)C)C1(COC1)OCC1=C(C(=CC=C1)OC)F)C)C